2-(4-penten-1-yl)oxirane C(CCC=C)C1OC1